(4-(1-isopropyl-4-(trifluoromethyl)-1H-imidazol-2-yl)cuban-1-yl)methanamine C(C)(C)N1C(=NC(=C1)C(F)(F)F)C12C3C4C5(C(C14)C2C53)CN